methyl 6-bromo-1-oxo-1,2,3,4-tetrahydroisoquinoline-3-carboxylate BrC=1C=C2CC(NC(C2=CC1)=O)C(=O)OC